C(C)(C)(C)OC(=O)N1/C(/C(C(CC1)C)=O)=C/N(C)C (2E)-2-[(dimethylamino)methylene]-4-methyl-3-oxopiperidine-1-carboxylic acid tert-butyl ester